Methyl (S)-3,3-difluoro-5-(2,2,2-trifluoroacetamido)cyclohex-1-ene-1-carboxylate FC1(C=C(C[C@@H](C1)NC(C(F)(F)F)=O)C(=O)OC)F